C=C1COC2(OC1)OCC(CO2)=C 3,9-dimethylene-1,5,7,11-tetraoxaspiro[5.5]undecane